tertbutyl 4-(7-hydroxyquinoxalin-2-yl)oxypiperidine-1-carboxylate OC1=CC=C2N=CC(=NC2=C1)OC1CCN(CC1)C(=O)OC(C)(C)C